C(C1=CC=CC=C1)OC=1C=C2C=CC(=C(C2=CC1)OC1=CC=C(OCC(=O)[O-])C=C1)C1=C(C=C(C=C1)S(=O)(=O)C)C(C)(C)C 2-(4-((6-(benzyloxy)-2-(tert-butyl 4-(methylsulfonyl)phenyl)naphthalen-1-yl)oxy)phenoxy)acetate